tert-Butyl (1-(6-amino-5-((3-amino-2-chlorophenyl)thio)-pyrazin-2-yl)-4-methylpiperidin-4-yl)carbamate NC1=C(N=CC(=N1)N1CCC(CC1)(C)NC(OC(C)(C)C)=O)SC1=C(C(=CC=C1)N)Cl